FC1=CC=C(C=C1)C=1C(=NC2=CC(=CC(=C2C1)C(C)NC1=C(C(=O)O)C=CC=C1)C)C1=NC=CN=C1 2-((1-(3-(4-fluorophenyl)-7-methyl-2-(pyrazin-2-yl)quinolin-5-yl)ethyl)amino)benzoic acid